CN1N=C2[C@@H](N(CCC2=C1C1=NN(C(=C1)C(F)(F)F)C)C(=O)C1=C2C(=NC=C1)N(N=C2)C)C (S)-(2,7-Dimethyl-3-(1-methyl-5-(trifluoromethyl)-1H-pyrazol-3-yl)-2,4,5,7-tetrahydro-6H-pyrazolo[3,4-c]pyridin-6-yl)(1-methyl-1H-pyrazolo[3,4-b]pyridin-4-yl)methanone